FC=1C(=C(C(=O)N)C=C(C1F)CC1=C(C(=NC=C1)NS(NC(C)C)(=O)=O)F)NC1=C(C=C(C=C1)I)F 3,4-difluoro-2-(2-fluoro-4-iodoanilino)-5-[[3-fluoro-2-(propan-2-ylsulfamoylamino)pyridin-4-yl]methyl]benzamide